O=C1C(=CN(C2=NC(=CC=C12)N1CC2(C1)NC(OC2)=O)C=2SC=CN2)C(=O)OCC ethyl 4-oxo-7-{6-oxo-7-oxa-2,5-diazaspiro(3.4)octan-2-yl}-1-(1,3-thiazol-2-yl)-1,4-dihydro-1,8-naphthyridine-3-carboxylate